6-chloro-1-(2-((2-(3-chloro-2-fluorophenylmethylamino)-2-oxoethyl)(cyclopropyl)-amino)-2-oxoethyl)-1H-indazole-3-carboxamide ClC1=CC=C2C(=NN(C2=C1)CC(=O)N(C1CC1)CC(=O)NCC1=C(C(=CC=C1)Cl)F)C(=O)N